CN1C(C(=CC=2N=CN=C(C21)OCC2(CC2)S(NC)(=O)=O)C(=O)O)=O 5-methyl-4-((1-(N-methylsulfamoyl)cyclopropyl)methoxy)-6-oxo-5,6-dihydropyrido[3,2-d]pyrimidine-7-carboxylic acid